F[P-](F)(F)(F)(F)F.C1(=CC=CC=C1)[S+]1C=2C=CC=CC2C(C2=CC=CC=C12)(C)C 10-Phenyl-9,9-dimethylthioxanthenium hexafluorophosphate